2-[3-(4-ethyl-1H-pyrazol-1-yl)-1-[2-[(1H-pyrazol-4-yl)amino]-[1,2,4]triazolo[1,5-a]pyridin-8-yl]azetidin-3-yl]acetonitrile C(C)C=1C=NN(C1)C1(CN(C1)C=1C=2N(C=CC1)N=C(N2)NC=2C=NNC2)CC#N